2-(3-cyclopropyl-5-formylphenyl)acetonitrile C1(CC1)C=1C=C(C=C(C1)C=O)CC#N